N-(4-(4-amino-5-(3-methoxy-4-((1-methyl-1H-pyrazol-3-yl)oxy)phenyl)-7-methyl-7H-pyrrolo[2,3-d]pyrimidin-6-yl)phenyl)acrylamide NC=1C2=C(N=CN1)N(C(=C2C2=CC(=C(C=C2)OC2=NN(C=C2)C)OC)C2=CC=C(C=C2)NC(C=C)=O)C